N[C@H](C1=CC=CC=C1)C(=O)O D-Phenylglycin